C(C)(C)(C)OC(=O)N1C[C@H](CC1)OCCC(C)(C)C (S)-3-(3,3-dimethylbutoxy)pyrrolidine-1-carboxylic acid tert-butyl ester